N[C@]1(CN(CC1)C1=C(C(=C(C=C1)C(F)(F)F)Br)CN1C2=NC=NC(=C2N=C1)N)C(=O)NCCC#N (R)-3-amino-1-(2-((6-amino-9H-purin-9-yl)methyl)-3-bromo-4-(trifluoromethyl)phenyl)-N-(2-cyanoethyl)pyrrolidine-3-carboxamide